NC(C(CCC(=O)OC(C)(C)C)N1C(C2=CC=CC(=C2C1)O)=O)=O tert-butyl 5-amino-4-(4-hydroxy-1-oxoisoindolin-2-yl)-5-oxopentanoate